1-(2-chloro-5-(4-(4-cyanophenyl)-4-fluoropiperidine-1-carbonyl)phenyl)-3-(tetrahydrofuran-3-yl)urea ClC1=C(C=C(C=C1)C(=O)N1CCC(CC1)(F)C1=CC=C(C=C1)C#N)NC(=O)NC1COCC1